[Cu].[N].N ammonia nitrogen copper